2,2-dimethyl-3-((3-methyl-5-(trifluoromethyl)pyridin-2-yl)oxy)-N-(1-methylpiperidin-4-yl)propionamide CC(C(=O)NC1CCN(CC1)C)(COC1=NC=C(C=C1C)C(F)(F)F)C